(S)-6-(Cyclopropancarboxamido)-N-(3-(3,4-dihydroisochinolin-2(1H)-yl)-2-hydroxypropyl)imidazo[1,2-a]pyridin-2-carboxamid C1(CC1)C(=O)NC=1C=CC=2N(C1)C=C(N2)C(=O)NC[C@@H](CN2CC1=CC=CC=C1CC2)O